C(C=C)(=O)N1[C@H](CN(CC1)C=1C2=C(N=C(N1)OCC13CCCN3CCC1)N=C(C(=C2)Cl)C2=CC=CC=1CCCCC21)CC#N (S)-2-(1-acryloyl-4-(6-chloro-2-((tetrahydro-1H-pyrrolizin-7a(5H)-yl)methoxy)-7-(5,6,7,8-tetrahydronaphthalen-1-yl)pyridino[2,3-d]pyrimidin-4-yl)piperazin-2-yl)acetonitrile